4-Amino-1-((4-carbamoyl)phenyl)-2-oxo-7-(trifluoromethyl)-1,2-dihydroquinoline-3-carboxylic acid methyl ester COC(=O)C=1C(N(C2=CC(=CC=C2C1N)C(F)(F)F)C1=CC=C(C=C1)C(N)=O)=O